octylvalerate C(CCCCCCC)OC(CCCC)=O